C(C)OC(C[C@@H]1CC(OCC1)C=1C(=NC(=CC1)C=1N=NN(C1CN1C(C=CC(=C1)CCC)=O)C)C)=O 2-[(4S)-2-(2-methyl-6-{1-methyl-5-[(2-oxo-5-propyl-1,2-dihydropyridin-1-yl)methyl]-1H-1,2,3-triazol-4-yl}pyridin-3-yl)oxan-4-yl]acetic acid ethyl ester